C[C@H]1N(CCOC1)C=1C=C(C=2N(N1)C(=NC2)C2=CC(=NN2)C)C2=CC=NN2C (R)-3-methyl-4-(4-(1-methyl-1H-pyrazol-5-yl)-7-(3-methyl-1H-pyrazol-5-yl)imidazo[1,5-b]pyridazin-2-yl)morpholine